N-[(2,3-dimethylphenyl)methyl]-6-methyl-4-[(1-methylcyclopropyl)amino]furo[2,3-d]pyrimidine-5-carboxamide CC1=C(C=CC=C1C)CNC(=O)C1=C(OC=2N=CN=C(C21)NC2(CC2)C)C